CC1(NC2=CC=CC=C2C=C1)C1=CC2=CC=CC=C2C=C1 2-methyl-2-(2-naphthyl)-1,2-dihydroquinoline